CCN 2-ethanamin